5-[(E)-[(6-bromo-1,1-dioxo-1,2-benzothiazol-3-yl)-isobutyl-hydrazono]methyl]-3-methyl-1H-benzimidazol-2-one BrC1=CC2=C(C(=NS2(=O)=O)N(\N=C\C2=CC3=C(NC(N3C)=O)C=C2)CC(C)C)C=C1